FC(C=1C=C(C2=C(C(=CC=C2C1)F)C#C)C1=C(C=2N=C(N=C(C2C=N1)N1CCOCCC1)OC[C@]12CCCN2C[C@@H](C1)F)F)F 4-(7-(3-(difluoromethyl)-8-ethynyl-7-fluoro-naphthalen-1-yl)-8-fluoro-2-(((2R,7aS)-2-fluorotetrahydro-1H-pyrrolizin-7a(5H)-yl)methoxy)pyrido[4,3-d]pyrimidin-4-yl)-1,4-oxazepane